O=S1(CCC(C=C1)C1=NC(=C2N1CCN(C2)C(=O)NC)C=2C=C1C(=NN(C1=CC2)C)C=2C=NN(C2)C)=O 3-(1,1-dioxo-3,4-dihydro-2H-thiopyran-4-yl)-N-methyl-1-[1-methyl-3-(1-methylpyrazol-4-yl)indazol-5-yl]-6,8-dihydro-5H-imidazo[1,5-a]pyrazine-7-carboxamide